C(C)(C)(C)[C@]1(N(C(OC1)(C)C)C(=O)O)[C@@H](CCCC(=O)C1=CN=C2C(=N1)N(C(=C2)C(C)(C)C)C)C(C)(C)C.COC2=CC=C(C=C2)C2CN(C2)O 3-(4-methoxyphenyl)azetidinol tert-butyl-(4R)-4-[(1S)-1-tert-butyl-5-(6-tert-butyl-5-methyl-pyrrolo[2,3-b]pyrazin-3-yl)-5-oxo-pentyl]-2,2-dimethyl-oxazolidine-3-carboxylate